(R)-1-(4-(3-((5-fluoropyridin-2-yl)oxy)benzyl)-2-methylpiperazine-1-carbonyl)-1H-pyrazole-3-carboxylic acid FC=1C=CC(=NC1)OC=1C=C(CN2C[C@H](N(CC2)C(=O)N2N=C(C=C2)C(=O)O)C)C=CC1